[Na].C(=O)C1=C(N=C(N1CC1=CC=C(C=C1)C1=C(SC(=C1)CC(C)C)NS(=O)(=O)C(=O)NCC)C1=CC=CC=C1)OC 5-formyl-4-methoxy-2-phenyl-1-[[4-[2-(ethylaminocarbonylsulfonylamino)-5-isobutyl-3-thienyl]phenyl]methyl]imidazole sodium salt